N1(CCNCC1)C(=O)Cl piperazine-1-carbonyl chloride